C(C)(C)N1C(=NC2=NC=C(C=C21)C=2C=CN1N=C(N=CC12)NC1CN(C1)C)C 5-(1-isopropyl-2-methyl-1H-imidazo[4,5-b]pyridin-6-yl)-N-(1-methylazetidin-3-yl)pyrrolo[2,1-f][1,2,4]triazin-2-amine